C1(CC1)NC(=O)C1=CC(=NC(=C1)C=1N=NN(C1)C=1C(=C(C(=O)O)C=CC1)C(F)(F)F)C=1N=NN(C1)C=1C(=C(C(=O)O)C=CC1)C(F)(F)F 4'-((4-(cyclopropylcarbamoyl)pyridine-2,6-diyl)bis(1H-1,2,3-triazol-4,1-diyl))bis(2-(trifluoromethyl)benzoic acid)